4-(2,6-dimethylpyridin-4-yl)-N-(3-fluoro-4-(methylsulfonyl)phenyl)thiazol-2-amine CC1=NC(=CC(=C1)C=1N=C(SC1)NC1=CC(=C(C=C1)S(=O)(=O)C)F)C